Cl.N1CCC(CC1)C1=C2C(=NC=C1)NC(=N2)CC2CCOCC2 7-(4-Piperidyl)-2-(tetrahydropyran-4-ylmethyl)-3H-imidazo[4,5-b]pyridine, hydrochloride